ClC=1C=C(C(=O)NC2=C3C(N(C=NC3=CC=C2)CC2=C(C=CC=C2)S(=O)(=O)C)=O)C=C(C1O)Cl 3,5-dichloro-4-hydroxy-N-(3-(2-(methylsulfonyl)benzyl)-4-oxo-3,4-dihydroquinazolin-5-yl)benzamide